OC1=C(C=CC2=CC=CC=C12)C(=O)[O-] 1-hydroxy-2-naphthoat